4-octyl-N-(4-octylphenyl)-Benzenamine C(CCCCCCC)C1=CC=C(C=C1)NC1=CC=C(C=C1)CCCCCCCC